ethyl 5-chloro-1-(2-fluorobenzyl)-4-(2-methoxyvinyl)-1H-pyrazole-3-carboxylate ClC1=C(C(=NN1CC1=C(C=CC=C1)F)C(=O)OCC)C=COC